tert-butyl 4-(4-(2,6-dioxo-1-((2-(trimethylsilyl)ethoxy) methyl)piperidin-3-yl)phenyl)piperidine-1-carboxylate O=C1N(C(CCC1C1=CC=C(C=C1)C1CCN(CC1)C(=O)OC(C)(C)C)=O)COCC[Si](C)(C)C